N1CC(C1)N1CC2(CCN(CC2)C2=C(C(=CC=C2)OC)C(F)(F)F)C=2C=CC(=NC2C1=O)C=1C(=NC=CC1)OCC 7-(azetidin-3-yl)-2-(2-ethoxypyridin-3-yl)-1'-[3-methoxy-2-(trifluoromethyl)phenyl]spiro[6H-1,7-naphthyridine-5,4'-piperidine]-8-one